phenyl hydrogen (2-(1-(6,7-dimethoxyquinazolin-4-yl)piperidin-4-yl)ethyl)phosphonate COC=1C=C2C(=NC=NC2=CC1OC)N1CCC(CC1)CCP(OC1=CC=CC=C1)(O)=O